1,3,5-Triallyl-1,3,5-triazin-2,4,6(1H,3H,5H)-trion C(C=C)N1C(N(C(N(C1=O)CC=C)=O)CC=C)=O